2-(7-cyano-5-isopropoxybenzo[b]thiophen-2-yl)-5-methylthiazole-4-carboxylic acid C(#N)C1=CC(=CC2=C1SC(=C2)C=2SC(=C(N2)C(=O)O)C)OC(C)C